(E)-tert-butyl 3-(1-cyclopentyl-5-(2,6-dimethoxyphenyl)-1H-pyrazole-3-carboxamido)-5-(4-fluorophenyl)pent-4-enoate C1(CCCC1)N1N=C(C=C1C1=C(C=CC=C1OC)OC)C(=O)NC(CC(=O)OC(C)(C)C)\C=C\C1=CC=C(C=C1)F